C(C)(C)N1C=NC(=C1)C(=O)N1C[C@H]2C([C@H]2C1)(C1=NOC2(CC2)C1)C (1-isopropyl-1H-imidazol-4-yl)[(1r,5s,6r)-6-methyl-6-(4-oxa-5-azaspiro[2.4]hept-5-en-6-yl)-3-azabicyclo[3.1.0]hex-3-yl]methanone